4-(5-(4-Chloro-1H-pyrazol-5-yl)-5-hydroxyoctahydropentalen-2-yl)-N-(3-chloro-4-fluorophenyl)-1-methyl-1H-imidazole-5-carboxamide ClC=1C=NNC1C1(CC2CC(CC2C1)C=1N=CN(C1C(=O)NC1=CC(=C(C=C1)F)Cl)C)O